diphenyliodanium bromide [Br-].C1(=CC=CC=C1)[I+]C1=CC=CC=C1